Nitrothiophenemethylamine [N+](=O)([O-])C1=C(SC=C1)CN